3-[[4-(3,4-dichlorophenyl)-1,3-thiazol-2-yl]diazenyl]-1H-indol-2-ol ClC=1C=C(C=CC1Cl)C=1N=C(SC1)N=NC1=C(NC2=CC=CC=C12)O